OC1C2CCC(C1)N2C(=O)OC(C)(C)C tert-butyl 2-hydroxy-7-azabicyclo[2.2.1]heptane-7-carboxylate